4-(3-chloro-2-methylanilino)-5'-fluoro-2'-[(2R)-2-methyl-3-{[(5R)-5-methyl-5,6,7,8-tetrahydroquinolin-4-yl]oxy}propyl]-2',3'-dihydrospiro[cyclohexane-1,1'-isoindole]-4-carboxylic acid ClC=1C(=C(NC2(CCC3(N(CC4=CC(=CC=C34)F)C[C@H](COC3=CC=NC=4CCC[C@H](C34)C)C)CC2)C(=O)O)C=CC1)C